C1(CC1)C(C(C)(C)O)N1C(C2=C(C=CC=C2C1)C1=CC=C(C=C1)C=1N=NC(=CC1)C)=O 2-(1-cyclopropyl-2-hydroxy-2-methylpropyl)-7-(4-(6-methylpyridazin-3-yl)phenyl)isoindolin-1-one